(S)-3-(N-(2-(3-fluoropiperidin-1-yl)-5-(trifluoromethyl)phenyl)sulfamoyl)-4-methoxybenzoic acid F[C@@H]1CN(CCC1)C1=C(C=C(C=C1)C(F)(F)F)NS(=O)(=O)C=1C=C(C(=O)O)C=CC1OC